C(C1=CC=CC=C1)(=O)NNCCS(=O)(=O)NC#C 2-(2-benzoylhydrazino)-N-ethynylethanesulfonamide